N-[3-(methoxymethyl)-2-[[4-(4-piperidyloxy)phenoxy]methyl]phenyl]-4-methyl-thieno[3,2-b]pyrrole-5-carboxamide hydrochloride Cl.COCC=1C(=C(C=CC1)NC(=O)C1=CC2=C(N1C)C=CS2)COC2=CC=C(C=C2)OC2CCNCC2